2-cyclopropyl-3',5'-difluoro-2'-((4-(7-((2-oxo-2,3-dihydro-1H-benzo[d]imidazol-5-yl)methyl)-2,7-diazaspiro[4.4]nonan-2-yl)pyrimidin-5-yl)oxy)-[1,1'-biphenyl]-4-carbonitrile C1(CC1)C1=C(C=CC(=C1)C#N)C1=C(C(=CC(=C1)F)F)OC=1C(=NC=NC1)N1CC2(CC1)CN(CC2)CC2=CC1=C(NC(N1)=O)C=C2